ClC1=NC=C(C=C1B(O)O)CO (2-chloro-5-(hydroxymethyl)pyridin-3-yl)boronic acid